9,9-bis(3,5-dimethyl-4-aminophenyl)fluorene CC=1C=C(C=C(C1N)C)C1(C2=CC=CC=C2C=2C=CC=CC12)C1=CC(=C(C(=C1)C)N)C